(S)-8-bromo-N-(chroman-4-yl)-4-hydroxy-2-oxo-2H-chromen-3-carboxamide BrC=1C=CC=C2C(=C(C(OC12)=O)C(=O)N[C@H]1CCOC2=CC=CC=C12)O